5-bromo-2-(2-hydroxyethyl)isoindolin-1-one BrC=1C=C2CN(C(C2=CC1)=O)CCO